FC(N1N=C(C2=CC=C(C=C12)OCC(C)(C)O)C(=O)NC1CC2(C1)CC(C2)OC2=NN1C(C=CC(=C1)C(F)(F)F)=C2C(N)=O)F 1-(difluoromethyl)-6-(2-hydroxy-2-methylpropoxy)-N-[(4s)-6-{[3-carbamoyl-6-(trifluoromethyl)pyrazolo[1,5-a]pyridin-2-yl]oxy}spiro[3.3]heptan-2-yl]-1H-indazole-3-carboxamide